C1(=CC=CC=C1)[SiH](C(C)(C)C)C1=CC=CC=C1 diphenyltert-butylsilane